C(CCC(=O)O)(=O)O.C(C(C)C)N(CCCN1CCN(CC1)CCCNC1=NC2=C(N1)C=CC=C2)CC(C)C.C(CCC(=O)O)(=O)O.C(CCC(=O)O)(=O)O.C(C(C)C)N(CC(C)C)CCCN2CCN(CC2)CCCNC2=NC1=C(N2)C=CC=C1 N-(3-(4-(3-(diisobutylamino)propyl)piperazin-1-yl)propyl)-1H-benzo[d]imidazol-2-amine sesqui-succinate salt